tert-butyl 4-(1-(6-chloro-3-cyano-2-(difluoromethyl)pyridin-4-yl)azetidin-3-yl)piperazine-1-carboxylate ClC1=CC(=C(C(=N1)C(F)F)C#N)N1CC(C1)N1CCN(CC1)C(=O)OC(C)(C)C